(3R)-1-[6-[[4-(6-methoxy-1H-indazol-4-yl)triazol-1-yl]methyl]pyridazin-3-yl]-N-tetrahydrofuran-3-yl-piperidin-3-amine COC1=CC(=C2C=NNC2=C1)C=1N=NN(C1)CC1=CC=C(N=N1)N1C[C@@H](CCC1)NC1COCC1